BrC=1C=CC=2N(C1)C(=NC2)C(=O)OC methyl 6-bromoimidazo[1,5-a]pyridine-3-carboxylate